dodecyl (lauryl) phosphate P(=O)(OCCCCCCCCCCCC)(OCCCCCCCCCCCC)[O-]